2-hydroxymethyl-2-methyl-pentanal OCC(C=O)(CCC)C